(+-)-alpha-hydroxy-gamma-butyrolactone O[C@H]1C(=O)OCC1 |r|